2-(9-(5-fluoropyridin-2-yl)-6-oxaspiro[4.5]decan-9-yl)-ethylamine FC=1C=CC(=NC1)C1(CCOC2(CCCC2)C1)CCN